C(#N)C[C@@H]1N(CCN(C1)C=1C2=C(N=C(N1)OC[C@H]1N(C[C@@H](C1)F)C)C(=C(N=C2)C2=CN=CC1=CC=CC(=C21)C)F)C(=O)OC(C)(C)C tert-butyl (2S)-2-(cyano methyl)-4-[8-fluoro-2-[[(2S,4R)-4-fluoro-1-methyl-pyrrolidin-2-yl]methoxy]-7-(5-methyl-4-isoquinolyl)pyrido[4,3-d]pyrimidin-4-yl]piperazine-1-carboxylate